8-(1-hydroxyethyl)-3,6-dimethyl-2-(piperidin-1-yl)-4H-chromen-4-one OC(C)C=1C=C(C=C2C(C(=C(OC12)N1CCCCC1)C)=O)C